rac-(6R)-N-benzyl-7-(4-bromo-3-chloro-benzoyl)-2-[4-(cyclopropoxy)phenyl]-6-methyl-3-oxo-6,8-dihydro-5H-imidazo[1,5-a]pyrazine-1-carboxamide C(C1=CC=CC=C1)NC(=O)C=1N(C(N2C1CN([C@@H](C2)C)C(C2=CC(=C(C=C2)Br)Cl)=O)=O)C2=CC=C(C=C2)OC2CC2 |r|